N-((cis)-4-Aminocyclohexyl)acetamide hydrochloride Cl.N[C@H]1CC[C@H](CC1)NC(C)=O